(3,3,3-Trifluoropropyl)trimethoxysilane FC(CC[Si](OC)(OC)OC)(F)F